N1C[C@H](OCC1)C1=CC=C(C=C1)NC(=O)C1=CN=C(S1)C1=CC=CC=C1 |r| (RS)-N-(4-(Morpholin-2-yl)-phenyl)-2-phenylthiazol-5-carboxamid